ClC=1C=CC(=C2C=CN(C(C12)=O)C(F)F)OC1CC2(CN(C2)CCCC2=CC=3N(C=C2F)C=NN3)C1 8-Chloro-2-(difluoromethyl)-5-[[2-[3-(6-fluoro-[1,2,4]triazolo[4,3-a]pyridin-7-yl)propyl]-2-azaspiro[3.3]heptan-6-yl]oxy]isoquinolin-1-one